hexa-(phenyl)naphthol C1(=CC=CC=C1)C1=C(C(=C2C(=C(C(=C(C2=C1)O)C1=CC=CC=C1)C1=CC=CC=C1)C1=CC=CC=C1)C1=CC=CC=C1)C1=CC=CC=C1